4-(4-amino-6-(4-methacrylamido-phenyl)-7-methyl-7H-pyrrolo[2,3-d]pyrimidin-5-yl)-N-methyl-N-(tetrahydrofuran-3-yl)benzamide NC=1C2=C(N=CN1)N(C(=C2C2=CC=C(C(=O)N(C1COCC1)C)C=C2)C2=CC=C(C=C2)NC(C(=C)C)=O)C